OC1(COC1)C1=CC=C(C=C1)C(=O)N1CCC(CC1)CCNC1=NC=C(C=N1)C(F)(F)F (4-(3-hydroxyoxetan-3-yl)phenyl)(4-(2-((5-(trifluoromethyl)pyrimidin-2-yl)amino)ethyl)piperidin-1-yl)methanone